C(C)(=O)OC1C2C3C=CCC3C(C1)C2 Tricyclo[5.2.1.02,6]dec-4-en-8-yl acetate